(S)-(2-Methyl-4-phenoxyphenyl)-4-oxo-N-((1R,2S)-2-propionamidocyclohexyl)-4,5-dihydro-3H-1-thia-3,5,8-triazaacenaphthylene-2-carboxamide CC1=C(C=CC(=C1)OC1=CC=CC=C1)N1C2=C(SC=3N=CC=C(NC1=O)C32)C(=O)N[C@H]3[C@H](CCCC3)NC(CC)=O